(R)-8-(2-(4H-1,2,4-triazol-4-yl)propoxy)-3-chloro-5-isopropylisoquinoline N=1N=CN(C1)[C@@H](COC=1C=CC(=C2C=C(N=CC12)Cl)C(C)C)C